6-amino-N-(2,6-dioxopiperidin-3-yl)-2-(trifluoromethyl)-1H-1,3-benzodiazole-7-carboxamide NC=1C=CC2=C(NC(=N2)C(F)(F)F)C1C(=O)NC1C(NC(CC1)=O)=O